3-((4,6-difluoro-1,2-dimethyl-1H-benzo[d]imidazol-5-yl)ethynyl)-1-((3s,5r)-5-(methoxymethyl)pyrrolidin-3-yl)-1H-pyrazolo[3,4-d]pyrimidin-4-amine FC1=C(C(=CC=2N(C(=NC21)C)C)F)C#CC2=NN(C1=NC=NC(=C12)N)[C@@H]1CN[C@H](C1)COC